6-bromo-1-imino-4,4-dimethyl-1,2,3,4-tetrahydro-1-benzothiopyran-1-one BrC=1C=CC2=C(C(CCS2(=O)=N)(C)C)C1